C1(CC1)C1=C(C(=CC(=C1)OC(F)F)C(C)C)NC(=O)N=[S@](=O)(N)C1=C(C=C(C=C1)C(C)(C)O)F (R)-N'-((2-cyclopropyl-4-(difluoromethoxy)-6-isopropylphenyl)carbamoyl)-2-fluoro-4-(2-hydroxypropan-2-yl)benzenesulfonimidamide